FC(C1N(C=CC=C1)C1=C2[C@@H](CC(C2=CC=C1)(C)C)CC)F 2-(difluoromethyl)-N-[(3R)-3-ethyl-1,1-dimethyl-indan-4-yl]pyridine